4-(2-phenylethyl)cyclohexane-1-one C1(=CC=CC=C1)CCC1CCC(CC1)=O